4,5-bis(methyl-d3)-2-(phenanthren-3-yl)pyridine C(C1=CC(=NC=C1C([2H])([2H])[2H])C=1C=CC=2C=CC3=CC=CC=C3C2C1)([2H])([2H])[2H]